BrC1=CC2=C(CS(C2)(=O)=O)C=C1 5-bromo-1,3-dihydrobenzo[c]thiophene 2,2-dioxide